7-isopropoxy-2-((1R,4S)-1-methyl-2-oxabicyclo[2.2.1]hept-4-yl)imidazo[1,2-a]pyrimidine-6-carboxylic acid C(C)(C)OC1=NC=2N(C=C1C(=O)O)C=C(N2)[C@]21CO[C@](CC2)(C1)C